5-chlorouracil ClC=1C(NC(NC1)=O)=O